4-((5-Hydroxypentyl)amino)benzoic acid tert-butyl ester C(C)(C)(C)OC(C1=CC=C(C=C1)NCCCCCO)=O